1,3-diallyl-oxy-2-propanol C(C=C)OCC(COCC=C)O